NC=1C=2N(C=C(N1)C(F)(F)F)C(=CN2)C=2C=C(C=CC2C)C(C(F)(F)F)C2CC2 1-(3-(8-Amino-6-(trifluoromethyl)imidazo[1,2-a]pyrazin-3-yl)-4-methylphenyl)-1-cyclopropyl-2,2,2-trifluoroethan